COC1=CC=C(C=C1)C1(CC1)CN1N=C2N(CCCC2)C1=O (5S)-2-{[1-(4-Methoxyphenyl)cyclopropyl]methyl}-3-oxo-2,3,5,6,7,8-hexahydro[1,2,4]triazolo[4,3-a]pyridin